CN(C1CCN(CC1)CC=1C=NC(=NC1)NC1=NC=C(C(=N1)C1=CC2=C(N=C3N2C(CCC3)C)C(=C1)F)F)C N-(5-((4-(Dimethylamino)piperidin-1-yl)methyl)pyrimidin-2-yl)-5-fluoro-4-(6-fluoro-1-methyl-1,2,3,4-tetrahydrobenzo[4,5]imidazo[1,2-a]pyridin-8-yl)pyrimidin-2-amin